2-(3-(8,8-difluoro-2-(methylsulfanyl)-5,6,7,8-tetrahydroquinazolin-4-yl)-3-azabicyclo[3.1.1]heptane-6-yl)acetic acid ethyl ester C(C)OC(CC1C2CN(CC1C2)C2=NC(=NC=1C(CCCC21)(F)F)SC)=O